N1N=CC(=C1)C1(CC1)C#N 1-(1H-pyrazol-4-yl)cyclopropanecarbonitrile